(S)-5-(2-ethoxy-3-pyridinyl)-3-methyl-1-[1-methylpropyl]-N-[(5-methyl-1H-pyrazol-3-yl)methyl]pyrazolo[4,3-b]pyridin-7-amine C(C)OC1=NC=CC=C1C1=CC(=C2C(=N1)C(=NN2[C@H](CC)C)C)NCC2=NNC(=C2)C